N1CC[C@H]2[C@@H]1CN(CC2)C(=O)OC(C)(C)C |r| rac-tert-butyl (3aR,7aR)-octahydro-6H-pyrrolo[2,3-c]pyridine-6-carboxylate